COC(C(=O)O)C1=CC=CC=C1 2-methoxy-2-phenylacetic acid